C1=CC=CC=2C3=CC=CC=C3C(C12)COC(=O)N[C@@H](CO)C(=O)O N-[(9H-fluoren-9-ylmethoxy)carbonyl]-L-serine